CC1CCN(CC1)C1=C(C(=O)N)C=CC=C1 2-(4-methyl-piperidin-1-yl)-benzamide